FC1=C(C=C(C=C1)[C@]1([C@@H](O[C@]([C@H]1C)(C(F)(F)F)C)C#N)C)C (2R,3S,4S,5R)-3-(4-fluoro-3-methylphenyl)-3,4,5-trimethyl-5-(trifluoromethyl)tetrahydrofuran-2-carbonitrile